FC=1C=C(C=CC1)C(CO)N(CCOC=1C=C2CCC(NC2=CC1)=O)C 6-[2-[[1-(3-fluorophenyl)-2-hydroxy-ethyl]-methyl-amino]ethoxy]-3,4-dihydro-1H-quinolin-2-one